3-[(1-methylpiperidin-4-yl)oxy]-5-(5-methyl-1,3-thiazol-2-yl)benzamide CN1CCC(CC1)OC=1C=C(C(=O)N)C=C(C1)C=1SC(=CN1)C